N-[2-[1-[1-[4-[(2,6-dioxo-3-piperidinyl)oxy]benzoyl]piperidine-4-carbonyl]-4-piperidinyl]-7-isopropoxy-imidazo[1,2-a]pyridin-6-yl]-6-(trifluoromethyl)pyridine-2-carboxamide O=C1NC(CCC1OC1=CC=C(C(=O)N2CCC(CC2)C(=O)N2CCC(CC2)C=2N=C3N(C=C(C(=C3)OC(C)C)NC(=O)C3=NC(=CC=C3)C(F)(F)F)C2)C=C1)=O